C1(=CC=CC=C1)N(C([O-])=O)C1=CC=CC=C1 N,N-diphenylcarbamate